NC1=NC(=NC=C1C)C1=C(C=C2C(N(C=NC2=C1)CCC[C@H](C)NC=1C=NNC(C1C(F)(F)F)=O)=O)F 7-(4-amino-5-methylpyrimidin-2-yl)-6-fluoro-3-[(4S)-4-[[6-oxo-5-(trifluoromethyl)-1H-pyridazin-4-yl]amino]pentyl]quinazolin-4-one